(chloromethyl)-2-methoxy-pyridine ClCC=1C(=NC=CC1)OC